NC=1C=C(C=C(C1)C(F)(F)F)[C@@H](C)NC1=NC(=NC2=CC3=C(C=C12)OC(COCCO3)C)C N-((R)-1-(3-amino-5-(trifluoromethyl)phenyl)ethyl)-2,7-dimethyl-7,8,10,11-tetrahydro-[1,4,7]trioxonino[2,3-g]quinazolin-4-amine